N-(phosphonomethyl)glycine carbon [C].P(=O)(O)(O)CNCC(=O)O